2,2-difluoro-acethydrazide FC(C(=O)NN)F